O[C@H]1C[C@H]2CN([C@@H]1C2)C(=O)OC(C)(C)C |r| Tert-butyl (1RS,4SR,6SR)-6-hydroxy-2-azabicyclo[2.2.1]heptane-2-carboxylate